[Si](C)(C)(C(C)(C)C)OC[C@H]1O[C@H]([C@H]2[C@@H]1OC(O2)(C)C)C2=NN1C(C(=N2)N)=CC=C1 ((3aS,4S,6R,6aR)-6-(((tert-butyldimethylsilyl)oxy)methyl)-2,2-dimethyltetrahydrofurano[3,4-d][1,3]dioxolan-4-yl)pyrrolo[2,1-f][1,2,4]triazin-4-amine